C(C)C(CC1C(=O)NC(C1)=O)CCCC 2-ethylhexyl-succinimide